4,8-diamino-1,5-dihydroxy-2-(4-hydroxyphenyl)anthraquinone NC1=CC(=C(C=2C(C3=C(C=CC(=C3C(C12)=O)O)N)=O)O)C1=CC=C(C=C1)O